C(C)(C)C=1C=CC=C2C(=C(NC12)C(=O)O)C1=CC=C(C=C1)C(NC)=O 7-isopropyl-3-(4-(methylcarbamoyl)phenyl)-1H-indole-2-carboxylic acid